FC=1C=CC(=C(C1)[C@H](C)O)I (1S)-1-(5-fluoro-2-iodophenyl)ethanol